CC1=CC(=NN1C1=CC2=CC=CC=C2C=C1)N1CCN(CC1)CCN1CCOCC1 4-[2-[4-[5-methyl-1-(2-naphthyl)pyrazol-3-yl]piperazin-1-yl]ethyl]morpholine